(E)-3-(4-ethoxyphenyl)-N-(2-pyridyl)-N-thiazol-2-yl-prop-2-enamide C(C)OC1=CC=C(C=C1)/C=C/C(=O)N(C=1SC=CN1)C1=NC=CC=C1